(allyloxy)-1-methyl-2-nitrobenzene C(C=C)OC=1C(=C(C=CC1)C)[N+](=O)[O-]